ClC1=NC=C(C(=C1)C1=C(C=NC(=C1)C)C(=O)NC1=NN=C(S1)C(=O)N)OC 5-(2'-chloro-5'-methoxy-6-methyl-[4,4'-bipyridine]-3-carboxamido)-1,3,4-thiadiazole-2-carboxamide